C1(=CC=C(C=C1)C(=O)[C@]([C@](C(=O)O)(O)C(=O)C1=CC=C(C=C1)C)(O)C(=O)O)C.NC1=NC(=NC(=C1)NC1=C(C=CC=C1)O)C(=O)NC1CC2=CC=CC=C2C1 4-amino-N-(2,3-dihydro-1H-inden-2-yl)-6-((2-hydroxyphenyl)amino)pyrimidine-2-carboxamide di-(p-toluoyl)-L-tartrate